COC1=C(C(=O)O)C=C(C=C1)OC(F)(F)F 2-methoxy-5-(trifluoromethoxy)benzoic acid